4-(6-chloro-8-fluoro-3-quinolylamino)-2-{3-methoxy-4-[(1s,3s)-3-(dimethylamino)cyclobutoxy]phenylamino}pyrimidine ClC=1C=C2C=C(C=NC2=C(C1)F)NC1=NC(=NC=C1)NC1=CC(=C(C=C1)OC1CC(C1)N(C)C)OC